[N+](=O)([O-])C1=CC(=C(C(=O)OC2CCCCC2)C=C1)C=1N=NNN1 cyclohexyl 4-nitro-2-(2H-tetrazol-5-yl)benzoate